eicosane-9,10-diol CCCCCCCCC(C(CCCCCCCCCC)O)O